(2S,4S)-4-fluoro-[[(2-hydroxy-1,1-dimethylethyl)amino]-acetyl]pyrrolidine-2-carbonitrile monobenzenesulfonate C1(=CC=CC=C1)S(=O)(=O)O.F[C@H]1C[C@H](N(C1)C(CNC(CO)(C)C)=O)C#N